((S)-4-acryloyl-2-methylpiperazin-1-yl)-7-(5-amino-2-(trifluoromethyl)phenyl)-2-(((S)-1-methylpyrrolidin-2-yl)methoxy)quinazoline-6-carbonitrile C(C=C)(=O)N1C[C@@H](N(CC1)C1=NC(=NC2=CC(=C(C=C12)C#N)C1=C(C=CC(=C1)N)C(F)(F)F)OC[C@H]1N(CCC1)C)C